tert-butyl (S)-8-(chloromethyl)-4-hydroxy-2-methyl-7,8-dihydro-6H-oxazolo[4,5-e]indole-6-carboxylate ClC[C@@H]1CN(C2=CC(=C3C(=C12)N=C(O3)C)O)C(=O)OC(C)(C)C